C(C)(C)S(=O)(=O)C(C(=O)N)CC(N1N=C(CC1C=1C=C2N=CC=NC2=CC1)C1=CC=C(C=C1)OC(F)(F)F)=O (Isopropylsulfonyl)-4-oxo-4-(5-(quinoxalin-6-yl)-3-(4-(trifluoromethoxy)phenyl)-4,5-dihydro-1H-pyrazol-1-yl)butanamide